1-(2-[18F]fluoro-1-(hydroxymethyl)ethoxy)methyl-2-nitroimidazole platinum (II) [Pt+2].[18F]CC(OCN1C(=NC=C1)[N+](=O)[O-])CO